N-(4-((7-cyano-2-((6',7'-dihydro-5'H-spiro[cyclopropane-1,4'-pyrazolo[1,5-a]pyridin]-2'-yl)amino)-1-methyl-1H-imidazo[4,5-b]pyridin-6-yl)oxy)pyridin-2-yl)acetamide C(#N)C1=C2C(=NC=C1OC1=CC(=NC=C1)NC(C)=O)N=C(N2C)NC2=NN1C(C3(CCC1)CC3)=C2